(2-chloro-3-fluoro-4-(4-((1-methylpyrazol-4-yl)amino)-1,3,5-triazin-2-yl)benzyl)carbamate ClC1=C(CNC([O-])=O)C=CC(=C1F)C1=NC=NC(=N1)NC=1C=NN(C1)C